(S)-6-(3-(methylamino)pyrrolidin-1-yl)-N-(6-(o-tolyl)-5-(trifluoromethyl)pyridin-2-yl)pyridine-2-sulfonamide tert-butyl-(6-(2,4-difluorophenyl)-6-hydroxyspiro[3.3]heptan-2-yl)carbamate C(C)(C)(C)N(C(O)=O)C1CC2(C1)CC(C2)(O)C2=C(C=C(C=C2)F)F.CN[C@@H]2CN(CC2)C2=CC=CC(=N2)S(=O)(=O)NC2=NC(=C(C=C2)C(F)(F)F)C2=C(C=CC=C2)C